2,3,3-trimethylindole CC1=NC2=CC=CC=C2C1(C)C